Ethyl-2-oxo-N-(2-(tetrahydro-2H-pyran-4-yl)ethyl)-1,2-dihydrobenzo[cd]indole-6-sulfonamide C(C)N1C(C2=C3C(C(=CC=C13)S(=O)(=O)NCCC1CCOCC1)=CC=C2)=O